C1OC=2C=C(C=CC2O1)C1=NC(=NC(=N1)C(Cl)(Cl)Cl)C(Cl)(Cl)Cl 2-[3,4-(methylenedioxy)phenyl]-4,6-bis(trichloromethyl)-1,3,5-triazine